C(C1=CC=CC=C1)N1C([C@@H](CC2=CC(=C(C=C12)F)NC(=O)NC(C)(C)C)C)=O (R)-1-(1-benzyl-7-fluoro-3-methyl-2-oxo-1,2,3,4-tetrahydroquinolin-6-yl)-3-(tert-butyl)urea